5-((4-(2-(1-naphthoxy)acetyl)piperazin-1-yl)sulfonyl)indoline-2,3-dione C1(=CC=CC2=CC=CC=C12)OCC(=O)N1CCN(CC1)S(=O)(=O)C=1C=C2C(C(NC2=CC1)=O)=O